OC1=CC=C(C=C1)C=CC1=CC=C(C=C1)O 1,2-bis(4-hydroxyphenyl)-ethylene